C(C)(=O)N1CCC(CC1)(OC)C=1C(N(C2=C(C(=NC(=C2C1)N[C@H](C)C1=C(C(=CC=C1)C(F)F)F)C)\C=C/[C@H]1N(CCC1)C)C)=O 3-(1-Acetyl-4-methoxypiperidin-4-yl)-5-(((R)-1-(3-(difluoromethyl)-2-fluorophenyl)ethyl)amino)-1,7-dimethyl-8-((Z)-2-((S)-1-methylpyrrolidin-2-yl)vinyl)-1,6-naphthyridin-2(1H)-one